C(C)(C)C1CCC(CC1)C(C)O 1-(4-isopropyl-1-cyclohexyl)-1-ethanol